ClC1=C(C=CC=C1F)[C@@H]1C[C@@H](C=2N1N=C(N2)S(=O)(=O)C(F)F)F (5s,7s)-5-(2-chloro-3-fluoro-phenyl)-2-(difluoromethylsulfonyl)-7-fluoro-6,7-dihydro-5H-pyrrolo[1,2-b][1,2,4]triazole